(R)-8-cyclopentyl-7-ethyl-2-{[6-methoxy-1-(phenylsulfonyl)indol-5-yl]amino}-5-methyl-7,8-dihydropterin C1(CCCC1)N1C(CN(C=2C(N[C@](NC12)(N)NC=1C=C2C=CN(C2=CC1OC)S(=O)(=O)C1=CC=CC=C1)=O)C)CC